(Pyridin-3-yl)methyl ({4-[(2-aminophenyl)carbamoyl]phenyl}methyl)carbamate NC1=C(C=CC=C1)NC(=O)C1=CC=C(C=C1)CNC(OCC=1C=NC=CC1)=O